2-(4-(3-hydroxy-3-(2-methoxyquinolin-3-yl)propyl)-2,6-dimethylphenoxy)-2-methylpropanoic acid OC(CCC1=CC(=C(OC(C(=O)O)(C)C)C(=C1)C)C)C=1C(=NC2=CC=CC=C2C1)OC